C(C)[S@@](=O)(=N)C=1C=C(C=NC1C1=NC2=C(C=NC(=C2)C(F)(F)F)N1C)OC(C#N)(C)C (S)-2-[[5-(ethylsulfonimidoyl)-6-[3-methyl-6-(trifluoromethyl)imidazo[4,5-c]pyridin-2-yl]-3-pyridyl]oxy]-2-methyl-propanenitrile